N1N=CC(=C1)\C=C\1/C(NC2=C(C=C(C(=C12)C)C1=C(C2=C(OCCN2)N=C1)C)F)=O (Z)-3-((1H-pyrazol-4-yl)methylene)-7-fluoro-4-methyl-5-(8-methyl-2,3-dihydro-1H-pyrido[2,3-b][1,4]oxazin-7-yl)indolin-2-one